FC1([C@@H](C[C@H]2C[C@@H]([C@H]3[C@@H]4CC[C@H]([C@@H](CCC(=O)OS(=O)(=O)CCO)C)[C@]4(CC[C@@H]3[C@]2(C1)C)C)O)O)F.[Na] Sodium O-(2,2-difluoro-3β,7β-dihydroxy-5β-cholan-24-oyl)-2-hydroxyethyl-sulfonic acid